2-(benzyl-(2-hydroxyethyl)amino)-1-(thien-2-yl)ethan-1-ol C(C1=CC=CC=C1)N(CC(O)C=1SC=CC1)CCO